FC1(C(CN(CC1)C1=NC2=CC=CC(=C2C=C1C(=O)NC1=CC(=NC=C1)S(N)(=O)=O)F)C)F 2-(4,4-difluoro-3-methylpiperidin-1-yl)-5-fluoro-N-(2-sulfamoylpyridin-4-yl)quinoline-3-carboxamide